bis{3,4,6-trichloro-2-[(2-methylpentyloxy)carbonyl] phenyl}-Oxalat ClC=1C(=C(C(=CC1Cl)Cl)OC(C(=O)OC1=C(C(=C(C=C1Cl)Cl)Cl)C(=O)OCC(CCC)C)=O)C(=O)OCC(CCC)C